methyl 4'-((methylamino) methyl)-[1,1'-biphenyl]-4-carboxylate CNCC1=CC=C(C=C1)C1=CC=C(C=C1)C(=O)OC